tert-butyl-(4-iodo-2-nitrophenoxy)dimethylsilane cyclopentane-1,1-diylbis(ethane-2,1-diyl)bis(4-methylbenzenesulfonate) C1(CCCC1)(CCC1=C(C=CC(=C1)C)S(=O)(=O)O)CCC1=C(C=CC(=C1)C)S(=O)(=O)O.C(C)(C)(C)[Si](C)(C)OC1=C(C=C(C=C1)I)[N+](=O)[O-]